Methyl (S)-3-amino-3-(3-ethoxy-4-methoxyphenyl)propionate N-(tert-butoxycarbonyl)-D-leucine salt C(C)(C)(C)OC(=O)N[C@H](CC(C)C)C(=O)O.N[C@@H](CC(=O)OC)C1=CC(=C(C=C1)OC)OCC